C(C)OCCOC1=CC2=C(C=3N([C@@H](CO2)C(C)C)C=C(C(C3)=O)C(=O)O)C=C1C (R)-3-(2-ethoxyethoxy)-7-isopropyl-2-methyl-11-oxo-6,7-dihydro-11H-benzo[f]pyrido[1,2-d][1,4]oxazepine-10-carboxylic acid